1-[3-(3-chlorophenyl)-1,2,4-oxadiazol-5-yl]ethanamine hydrochloride Cl.ClC=1C=C(C=CC1)C1=NOC(=N1)C(C)N